neodecanate C(CCCCCC(C)(C)C)(=O)[O-]